C(C1=CC=CC=C1)N1C2CCCC1C(C2)O 8-benzyl-8-azabicyclo[3.2.1]octane-6-ol